C(C)(C)(C)[Sn](C1=NC=CC=C1)(C(C)(C)C)C(C)(C)C 2-(tri-tert-butylstannyl)pyridine